oxacycloheptan-4-yl mesylate S(C)(=O)(=O)OC1CCOCCC1